methyl[4-(methylthio)phenyl]-2-morpholino-1-propanone CC(C(=O)C1=CC=C(C=C1)SC)(C)N1CCOCC1